NC1=C2N=C(N(C2=NC=N1)CCCNS(=O)C(C)(C)C)SC1=CC2=C(OCO2)C=C1N(C)C N-(3-(6-amino-8-((6-(dimethylamino)benzo[d][1,3]dioxol-5-yl)thio)-9H-purin-9-yl)propyl)-2-methylpropane-2-sulfinamide